Tert-butyl (R)-(1-(6-(trifluoromethyl)pyridin-2-yl)pyrrolidin-3-yl)carbamate FC(C1=CC=CC(=N1)N1C[C@@H](CC1)NC(OC(C)(C)C)=O)(F)F